1-(4-fluoro-3-methoxyphenyl)ethan-1-one FC1=C(C=C(C=C1)C(C)=O)OC